(4-chlorophenyl)-triethoxysilane ClC1=CC=C(C=C1)[Si](OCC)(OCC)OCC